FC=1C=C(C=CC1OC1=CC=NC2=CC=C(N=C12)OC)NC(=O)C=1C(=NC(=C(C1O)C1=CC=C(C=C1)F)C)COC N-[3-Fluoro-4-[(6-methoxy-1,5-naphthyridin-4-yl)oxy]phenyl]-5-(4-fluorophenyl)-4-hydroxy-2-(methoxymethyl)-6-methylpyridine-3-carboxamide